FC(OC1=CC=C(C=N1)N1CC=2C(=NC=CC2C1=O)C1=C(C=C(C=C1)F)OCCOC)F 2-[6-(difluoromethoxy)pyridin-3-yl]-4-[4-fluoro-2-(2-methoxyethoxy)phenyl]-2,3-dihydro-1H-pyrrolo[3,4-c]pyridin-1-one